N-(6-Aminohexyl)Aminopropyl-trimethoxysilane NCCCCCCNCCC[Si](OC)(OC)OC